FC1=CC(=C(C=C1)NC1=CN=C(C=C1C(=O)OC)C(F)(F)F)C methyl 5-((4-fluoro-2-methylphenyl)amino)-2-(trifluoro-methyl)isonicotinate